1-(2-bromoethoxy)-4-chloro-3-fluorobenzene BrCCOC1=CC(=C(C=C1)Cl)F